Methyl 3-((S)-2-((tert-butoxycarbonyl)(methyl)amino)pent-4-enamido)-3-(5-(4-fluoro-2-methyl-6-(pent-4-en-1-yloxy)phenyl)pyridin-3-yl)propanoate C(C)(C)(C)OC(=O)N([C@H](C(=O)NC(CC(=O)OC)C=1C=NC=C(C1)C1=C(C=C(C=C1OCCCC=C)F)C)CC=C)C